ethyl 9-(heptadecan-9-yloxy)-9-oxononanoate CCCCCCCCC(CCCCCCCC)OC(CCCCCCCC(=O)OCC)=O